5-Bromo-1-(pyrrolidin-3-yl)-1H-indazole BrC=1C=C2C=NN(C2=CC1)C1CNCC1